(3S)-3-{[2-(4-methoxyphenyl)-7-methyl-[1,2,4]triazolo[1,5-c]quinazolin-5-yl]amino}azepan-2-one COC1=CC=C(C=C1)C1=NN2C(=NC=3C(=CC=CC3C2=N1)C)N[C@@H]1C(NCCCC1)=O